2,7-bis(4-methoxyphenyl)-9H-carbazole COC1=CC=C(C=C1)C1=CC=2NC3=CC(=CC=C3C2C=C1)C1=CC=C(C=C1)OC